3β,7α-dihydroxy-5-cholesteneic acid O[C@@H]1CC2=C[C@H]([C@H]3[C@@H]4CC[C@H]([C@@H](CCCC(C(=O)O)C)C)[C@]4(CC[C@@H]3[C@]2(CC1)C)C)O